O[C@@]1(C(N(CC1)C)=O)C1=CC(=NO1)C1=NC(=CC(=C1)C)C1=NC(=NC=C1)NC1=NN(C=C1)C (R)-3-hydroxy-1-methyl-3-(3-(4-methyl-6-(2-((1-methyl-1H-pyrazol-3-yl)amino)pyrimidin-4-yl)pyridin-2-yl)isoxazol-5-yl)pyrrolidin-2-one